C(#N)C1=CC=C(C=C1)C=1N=C(OC1C(=O)OCC#N)CNC(CCC=C)=O Cyanomethyl 4-(4-cyanophenyl)-2-(pent-4-enamidomethyl)oxazole-5-carboxylate